BrC=1C=CC2=C(C=C(S2)C(=O)OCC2=CC=CC=C2)C1 2-Benzyl 5-bromo-1-benzothiophene-2-carboxylate